2-(butylamino)-6-methylphenol C(CCC)NC1=C(C(=CC=C1)C)O